C1C=2N(C(N1)=O)C=CC2 1,2-dihydro-3H-pyrrolo[1,2-c]imidazol-3-one